3-bromo-5-fluoro-4-methoxy-2-methylaniline BrC=1C(=C(N)C=C(C1OC)F)C